OC1CN(CC1)C1=CC=CC(=N1)C(=O)N 6-(3-hydroxypyrrolidin-1-yl)picolinamide